FC1=C2C(=CC=NC2=C2C(=C1)C=CC=C2)C=2C(=CC1=CC=CC=C1C2)O 3-(5-fluorobenzo[h]quinolin-4-yl)naphthalen-2-ol